NC=1C(=NC(=CN1)C1=CC=C(C=C1)S(=O)(=O)CCN1CCC(CC1)N(CC)CC)C(=O)NC1=CC=CC=C1 3-amino-6-(4-((2-(4-(diethylamino)piperidin-1-yl)ethyl)sulfonyl)phenyl)-N-phenylpyrazine-2-carboxamide